CN(C(C#CC)=O)[C@@H]1C[C@@]2(C[C@@H]2CC1)OC=1C=2N(C=C(N1)C=1C=NN(C1)C)N=CC2 N-methyl-N-((1R,3S,6S)-1-((6-(1-methyl-1H-pyrazol-4-yl)pyrazolo[1,5-a]pyrazin-4-yl)oxy)bicyclo[4.1.0]heptan-3-yl)but-2-ynamide